BrC=1C=CC(=NC1OCC=1CCN(CC1)C(=O)OC(C)(C)C)C(=O)OC methyl 5-bromo-6-((1-(tert-butoxycarbonyl)-1,2,3,6-tetrahydropyridin-4-yl)methoxy)picolinate